FC(OC=1C=C2CCN(CC2=CC1[N+](=O)[O-])C(=O)OC(C)(C)C)F tert-butyl 6-(difluoromethoxy)-7-nitro-3,4-dihydroisoquinoline-2(1H)-carboxylate